BrC(COP(=O)(OCC(C(Cl)Br)Br)OCC(C(Cl)Br)Br)C(Cl)Br tris(2,3-dibromo-3-chloropropyl)phosphate